C(C=CCC)(=O)O 10Z,13Z,16Z-pentaenoic acid